C1(CC1)NC(=O)C1=C(N(C(C(=C1)CC1=C(C(=NC=C1)NS(NCCOC)(=O)=O)F)=O)C)NC1=C(C=C(C=C1)I)F N-Cyclopropyl-2-(2-Fluoro-4-iodoanilino)-5-[[3-Fluoro-2-(2-Methoxyethylsulfamoylamino)Pyridine-4-yl]Methyl]-1-Methyl-6-oxopyridin-3-carboxamide